C1(CC1)CON1CCC1 (Cyclopropylmethoxy)azetidin